4-(8-(1-acryloylpyrrolidin-3-yl)quinazolin-6-yl)-3-fluoro-N-(pyridin-2-yl)benzamide C(C=C)(=O)N1CC(CC1)C=1C=C(C=C2C=NC=NC12)C1=C(C=C(C(=O)NC2=NC=CC=C2)C=C1)F